2,5-dioctyloxybenzene-1,4-dicarboxaldehyde C(CCCCCCC)OC1=C(C=C(C(=C1)C=O)OCCCCCCCC)C=O